4-(2,6-bis(bis(2-methoxyethyl)amino)-8-(2-methyl-2,4,6,7-tetrahydro-5H-pyrazolo[4,3-c]pyridin-5-yl)pyrimido[5,4-d]pyrimidin-4-yl)-1-methylpiperazin-2-one COCCN(C=1N=C(C2=C(N1)C(=NC(=N2)N(CCOC)CCOC)N2CC=1C(CC2)=NN(C1)C)N1CC(N(CC1)C)=O)CCOC